p-(p-toluenesulfonylamido)diphenylamine CC1=CC=C(C=C1)S(=O)(=O)NC2=CC=C(C=C2)NC3=CC=CC=C3